FC(C(=O)O)(F)F.COC(=O)C=1C=C(C=2N(C1N)C=NC2)C=O 5-amino-8-formylimidazo[1,5-a]pyridine-6-carboxylic acid methyl ester trifluoroacetate salt